palmitic acid-1-13C CCCCCCCCCCCCCCC[13C](=O)O